FC1=C(C=C(C=C1)C=1CCCC2=C(C1C1=CC=C(C=C1)CC1CN(C1)CCCF)C=CC(=C2)C(=O)O)CC(F)(F)F 8-(4-fluoro-3-(2,2,2-trifluoroethyl)phenyl)-9-(4-((1-(3-fluoropropyl)azetidin-3-yl)methyl)phenyl)-6,7-dihydro-5H-benzo[7]annulene-3-carboxylic acid